FC=1C=C2C=CN=C(C2=CC1)N(C(C1=NC=C(C=C1)C=1N=NN(C1)C)=O)[C@H]1CN(CCC1)C(=O)OC(C)(C)C tert-butyl (R)-3-(N-(6-fluoroisoquinolin-1-yl)-5-(1-methyl-1H-1,2,3-triazol-4-yl)picolinamido)piperidine-1-carboxylate